NC1=NC=C(C2=C1C=NN2)NC(C(N2[C@H](CN([C@@H](C2)C)CC)C2=CC=CC=C2)=O)=O |r| N-(4-amino-1H-pyrazolo[4,3-c]pyridin-7-yl)-2-oxo-2-[rac-(2S,5R)-4-ethyl-5-methyl-2-phenyl-piperazin-1-yl]acetamide